hexylsuccinic acid dineopentyl ester C(C(C)(C)C)OC(C(CC(=O)OCC(C)(C)C)CCCCCC)=O